NC1=NC=NC(=C1OCCN(C(OC(C)(C)C)=O)C)Cl tert-butyl (2-((4-amino-6-chloropyrimidin-5-yl)oxy)ethyl)(methyl)-carbamate